ClC1=CC=CC2=C1O[C@H](C(N2)=O)C[C@@H](C#N)NC(OC(C)(C)C)=O tert-butyl ((S)-2-((S)-8-chloro-3-oxo-3,4-dihydro-2H-benzo[b][1,4]oxazin-2-yl)-1-cyanoethyl)carbamate